F[P-](F)(F)(F)(F)F.N1=NN(C2=NC=CC=C21)O[P+](N2CCCC2)(N2CCCC2)N2CCCC2 (3H-1,2,3-triazolo[4,5-b]pyridine-3-oxy)tri-1-pyrrolidinyl-phosphonium hexafluorophosphate